ClC=1C=C(C=C(C1)F)NC(CN1CC2(CN(C2)CC(=O)NC(CC)(C)C)C1)=O N-(3-chloro-5-fluoro-phenyl)-2-[2-[2-(1,1-dimethylpropylamino)-2-oxo-ethyl]-2,6-diazaspiro[3.3]heptan-6-yl]acetamide